BrC=1C(=CC(=C(C1)O)OC)CC1=CNC2=CC(=CC=C12)[N+](=O)[O-] 5-bromo-2-methoxy-4-((6-nitro-1H-indol-3-yl)methyl)phenol